F[C@@]1(C=2C=CC=NC2[C@H](CC1)O)C(=O)N[C@H]1[C@@H](C1)C1=CC=CC=C1 (5S,8S)-5-fluoro-8-hydroxy-N-((1R,2S)-2-phenylcyclopropyl)-5,6,7,8-tetrahydroquinoline-5-carboxamide